C(C)(C)(C)C1CN(CCN1)C=1N=NC(=CN1)C1=C2C=NN(C2=C(C=C1)N1N=CC=N1)COCC[Si](C)(C)C 4-[3-(3-tert-butylpiperazin-1-yl)-1,2,4-triazin-6-yl]-7-(1,2,3-triazol-2-yl)-1-{[2-(trimethylsilyl)ethoxy]methyl}indazole